CC(=CCCC(C)=O)CCC=C(CCC=C(C)C)C 6,10,14-trimethylpentadec-5,9,13-trien-2-one